tert-butyl (3S,4S)-3-fluoro-4-[[6-(6-methoxyimidazo[1,2-b]pyridazin-3-yl)-2-pyridyl]amino]pyrrolidine-1-carboxylate F[C@H]1CN(C[C@@H]1NC1=NC(=CC=C1)C1=CN=C2N1N=C(C=C2)OC)C(=O)OC(C)(C)C